1,4-bis(α-cyano-4-octadecyloxyphenyl)-2,5-dimethoxybenzene C(#N)C(CCCCCCCCCCCCCCCCC)OC1=CC=C(C=C1)C1=C(C=C(C(=C1)OC)C1=CC=C(C=C1)OC(CCCCCCCCCCCCCCCCC)C#N)OC